3-methyl-N-(3-piperazin-1-yl-propyl)benzenesulfonamide CC=1C=C(C=CC1)S(=O)(=O)NCCCN1CCNCC1